C(C)(C)(C)OC(=O)N1[C@@H](CCC1)C(N)=O (2S)-2-carbamoylpyrrolidine-1-carboxylic acid tert-butyl ester